S([O-])(O)(=O)=O.CN1C=[NH+]C=C1 1-methylimidazolium bisulfate